BrC1=CC=C(C=C1)CNC(=O)N[C@@H]1C[C@H](C=2C1=CC(=C1C=C(N=CC21)C2CC2)S(NCC(C)C)(=O)=O)NC(=O)C=2C=NC=CC2 |r| N-[Trans-(7RS,9RS)-7-[(4-bromophenyl)methylcarbamoylamino]-3-cyclopropyl-5-(2-methylpropylsulfamoyl)-8,9-dihydro-7H-cyclopenta[h]isochinolin-9-yl]pyridin-3-carboxamid